ClC1=C2C(=C(N=N1)Cl)NC=N2 4,7-dichloro-1H-imidazo[4,5-d]Pyridazine